n-ethyl-2,6-dimethoxy-benzamide C(C)NC(C1=C(C=CC=C1OC)OC)=O